C(=O)O.ClC=1C=C(C=CC1C(=O)N1CCN(CC1)C(=O)C1CCNCC1)NC(=O)C=1N(C(=CN1)C1=C(C(=C(C=C1)C(N(C)C)=O)F)F)C N-[3-chloro-4-[4-(piperidine-4-carbonyl)piperazine-1-carbonyl]phenyl]-5-[4-(dimethylcarbamoyl)-2,3-difluoro-phenyl]-1-methyl-imidazole-2-carboxamide formate